FC=1C(=NC(=NC1)NC1=NC=C(C=C1)CN1CCN(CC1)N1CCN(CC1)C)C1=CC2=C(N=C3COCC(N32)C)C(=C1)F 5-fluoro-4-(9-fluoro-4-methyl-3,4-dihydro-1H-benzo[4,5]imidazo[2,1-c][1,4]oxazin-7-yl)-N-(5-((4'-methyl-[1,1'-bipiperazin]-4-yl)methyl)pyridin-2-yl)pyrimidin-2-amine